N1(CCCCC1)C1=C(C=CC=C1)NS(=O)(=O)C1=CC=C(C=C1)P(OCC)(O)=O Ethyl hydrogen (4-(N-(2-(piperidin-1-yl)phenyl)sulfamoyl)phenyl)phosphonate